2-fluoro-4-(trifluoromethyl)phenyl-boronic acid FC1=C(C=CC(=C1)C(F)(F)F)B(O)O